1-(4-methylpiperazin-1-yl)-3-[4-(pyridin-4-yl)phenyl]prop-2-yn-1-one CN1CCN(CC1)C(C#CC1=CC=C(C=C1)C1=CC=NC=C1)=O